FC(CN1N=NC2=C1C=C(C=C2)C2=CNC=1N=C(N=CC12)NC1CCC(CC1)NC(C)=O)F N-((1r,4r)-4-((5-(1-(2,2-difluoroethyl)-1H-benzo[d][1,2,3]triazol-6-yl)-7H-pyrrolo[2,3-d]pyrimidin-2-yl)amino)cyclohexyl)acetamide